(S)- and (R)-4-(2-((2-(1H-indol-3-yl)-2-oxo-1-phenyl-ethyl)amino)eth-yl)benzoic acid N1C=C(C2=CC=CC=C12)C([C@H](C1=CC=CC=C1)NCCC1=CC=C(C(=O)O)C=C1)=O |r|